5-(bromomethyl)-3-(furan-2-yl)-1,2,4-oxadiazole BrCC1=NC(=NO1)C=1OC=CC1